(6-methylpyridin-3-yl)propan-1-amine CC1=CC=C(C=N1)C(CC)N